5-(azetidin-1-yl)-N-(6-bromo-2-methoxy-3-pyridinyl)-3-(4-fluorophenyl)isoxazole-4-carboxamide dimethyl-4,4'-(thiobis(methylene))bis(5-fluoro-2-nitrobenzoate) COC(C1=C(C=C(C(=C1)F)CSCC1=CC(=C(C(=O)OC)C=C1F)[N+](=O)[O-])[N+](=O)[O-])=O.N1(CCC1)C1=C(C(=NO1)C1=CC=C(C=C1)F)C(=O)NC=1C(=NC(=CC1)Br)OC